NC1=CC=C(C=C1)CCCOC1=NC=2N(C(=N1)N)N=C(N2)C=2OC=CC2 5-(3-(4-aminophenyl)propoxy)-2-(furan-2-yl)-[1,2,4]triazolo[1,5-a][1,3,5]triazin-7-amine